C(CCC=CCCCC)(=O)O non-4-enoic acid